methyl 3-[[4-amino-7-(1H-pyrazol-5-yl)-1H-imidazo[4,5-c]quinolin-2-yl]methyl]pyrrolidine-1-carboxylate NC1=NC=2C=C(C=CC2C2=C1N=C(N2)CC2CN(CC2)C(=O)OC)C2=CC=NN2